(R)-5-amino-8-(2,6-dimethylpyridin-4-yl)-2-(morpholin-3-ylmethyl)-7-phenyl-[1,2,4]triazolo[4,3-c]pyrimidin-3(2H)-one NC1=NC(=C(C=2N1C(N(N2)C[C@H]2NCCOC2)=O)C2=CC(=NC(=C2)C)C)C2=CC=CC=C2